O1N(C=CC=C1)NC(C(=O)N)=O (oxazin-2-yl)oxalamide